5-tert-butyl-1,3-di(1-methyl-1-methoxyethyl)benzene C(C)(C)(C)C=1C=C(C=C(C1)C(C)(OC)C)C(C)(C)OC